FC1(CCC(CC1)C1=NC(=NC2=C1N=C(N(C2=O)C)C(F)F)[C@@H]2C[C@@H](OCC2)C2=CC(=NC=C2)OC)F 8-(4,4-difluorocyclohexyl)-2-(difluoromethyl)-6-[(2R,4S)-2-(2-methoxy-4-pyridyl)tetrahydropyran-4-yl]-3-methyl-pyrimido[5,4-d]pyrimidin-4-one